5-Cyclopropyl-6-(3-methylimidazo[4,5-c]pyridin-7-yl)-3-[[5-methyl-1-[rel-(2R)-2,3-difluoropropyl]pyrazol-4-yl]amino]pyrazine-2-carboxamide C1(CC1)C=1N=C(C(=NC1C=1C2=C(C=NC1)N(C=N2)C)C(=O)N)NC=2C=NN(C2C)C[C@H](CF)F |o1:30|